N-[(4-chloro-2-methoxyphenyl)methyl]-1-[5-(pyridin-4-yl)-1H-pyrazole-3-carbonyl]piperidine-4-carboxamide ClC1=CC(=C(C=C1)CNC(=O)C1CCN(CC1)C(=O)C1=NNC(=C1)C1=CC=NC=C1)OC